6-[2-(4-Bromo-naphthalen-1-yl)-ethylamino]-pyrimidin BrC1=CC=C(C2=CC=CC=C12)CCNC1=CC=NC=N1